3,3'-bipyridyl-6,6'-diformaldehyde N1=CC(=CC=C1C=O)C=1C=NC(=CC1)C=O